C/C(/C(=O)O)=C\C=1SC(=CC1)C1=C(C=C(C=C1)C#N)Cl (E)-2-methyl-3-(5-(2-chloro-4-cyanophenyl)thiophen-2-yl)acrylic acid